C(CCCCCCCCCCC)OC(CCCCCCCCCCCCCCCCCCC)=O.C(C)(C)(C)OOC1(CCC(CC1)C(C)(C)C1CCC(CC1)(OOC(C)(C)C)OOC(C)(C)C)OOC(C)(C)C 2,2-di(4,4-di-(tert-butylperoxy)cyclohexyl)propane dodecyl-icosanoate